OC1=CC=C(C=C1)C(CCC)(CCC)C1=CC=C(C=C1)O 4,4-bis(4-hydroxyphenyl)-heptane